C(C)(=O)OC=1C(OC=C(C1OC(C)=O)OC(C)=O)OC1=C(C=CC=C1)OC 2-methoxyphenoxy-2H-pyran-3,4,5-trisyl triacetate